(2-fluorophenyl)(2-methoxymethoxy-5-methyl-phenyl)-methanone FC1=C(C=CC=C1)C(=O)C1=C(C=CC(=C1)C)OCOC